5-chloro-N-(4-(2,4-dimethyloxazol-5-yl)-2-methoxyphenyl)-4-(1-methyl-1H-Pyrrol-3-yl)pyrimidin-2-amine ClC=1C(=NC(=NC1)NC1=C(C=C(C=C1)C1=C(N=C(O1)C)C)OC)C1=CN(C=C1)C